ClC1=C(C=C(C=C1)NC(=O)C1OCCOC1)C(NC1=NC=C(C=C1F)C1=NN(C=C1)C1=CC=C(C=C1)F)=O N-[4-chloro-3-[[3-fluoro-5-[1-(4-fluorophenyl)pyrazol-3-yl]-2-pyridyl]carbamoyl]phenyl]1,4-dioxane-2-carboxamide